C(C)(C)N1N=C(C2=CC(=CC=C12)B1OC(C(O1)(C)C)(C)C)COC1=C(C=CC=C1)CC(=O)OCC ethyl 2-(2-((1-isopropyl-5-(4,4,5,5-tetramethyl-1,3,2-dioxaborolan-2-yl)-1H-indazol-3-yl) methoxy) phenyl)-acetate